S1C=NC2=C1C=C(C=C2)NC2=NC=NC1=CC(=C(C=C21)N[C@H]2[C@H](CN(CC2)C)F)C2=NN(C=C2)C N4-(benzo[d]thiazol-6-yl)-N6-((3S,4R)-3-fluoro-1-methylpiperidin-4-yl)-7-(1-methyl-1H-pyrazol-3-yl)quinazoline-4,6-diamine